N[C@@H](C(=O)OCC)C1CC[C@@H](N1C)C(=O)OC(C)(C)C tert-butyl (2R)-5-((R)-1-amino-2-ethoxy-2-oxoethyl)-1-methylpyrrolidine-2-carboxylate